5-nitroaminotetrazole ammonium salt [NH4+].[N+](=O)([O-])NC1=NN=NN1